[5-(difluoromethyl)-6-methyl-3-pyridyl]-2-[(2R,5S)-5-methyl-2-(2-oxo-3,4-dihydro-1H-quinolin-6-yl)-1-piperidyl]-2-oxo-acetamide FC(C=1C=C(C=NC1C)NC(C(=O)N1[C@H](CC[C@@H](C1)C)C=1C=C2CCC(NC2=CC1)=O)=O)F